CCCCCCCCCCCCCCC=O N-pentadecanal